(S)-3-(2,4-dichlorophenyl)-N-(7-(3-hydroxyl-3-methylbut-1-yn-1-yl)-5-methyl-4-oxo-2,3,4,5-tetrahydrobenzo[b][1,4]oxazepine-3-yl)imidazo[2,1-b]thiazole-6-carboxamide ClC1=C(C=CC(=C1)Cl)C=1N2C(SC1)=NC(=C2)C(=O)N[C@@H]2C(N(C1=C(OC2)C=CC(=C1)C#CC(C)(C)O)C)=O